COC(=O)C1=CN=CN1C1=C(C=C(C(=C1)C(NC1=NC(=CC=C1)C1=NN=CN1CC1CC1)=O)F)F 1-(5-((6-(4-(cyclopropylmethyl)-4H-1,2,4-triazol-3-yl)pyridin-2-yl)carbamoyl)-2,4-difluorophenyl)-1H-imidazole-5-carboxylic acid methyl ester